BrC1=NN(N=C1)C1=NC=C(C=C1Cl)[N+](=O)[O-] (4-bromo-2H-1,2,3-triazol-2-yl)-3-chloro-5-nitropyridine